C(#N)C1=NN(C(=C1)C)C1=C(C=CC(=N1)C=1C=NN2C1C=CC(=C2)OC=2N=NC(=CC2C(=O)N(C)C)C)C(C)O 3-[3-[6-(3-cyano-5-methylpyrazol-1-yl)-5-(1-hydroxyethyl)pyridin-2-yl]pyrazolo[1,5-a]pyridin-6-yl]oxy-N,N,6-trimethylpyridazine-4-carboxamide